6-benzyl-2-(4-(2,4-difluorobenzylidene)piperidin-1-yl)-3-(1-methyl-1H-pyrazol-4-yl)-5,6,7,8-tetrahydropyrido[3,4-b]pyrazine C(C1=CC=CC=C1)N1CC2=NC(=C(N=C2CC1)N1CCC(CC1)=CC1=C(C=C(C=C1)F)F)C=1C=NN(C1)C